COC1=CC=C(CN2N=C3C(=C(C2=O)C(F)(F)F)CCC3C(=O)OCC)C=C1 ethyl 2-(4-methoxybenzyl)-3-oxo-4-(trifluoromethyl)-3,5,6,7-tetrahydro-2H-cyclopenta[c]pyridazine-7-carboxylate